COC(/C(/C1=C(C=CC=C1)C)=N/OC)=O (E)-2-methoximino-2-(o-tolyl)acetic acid methyl ester